C(#N)C1=CC=C(C=C1)N1CC(N(C2(CCN(C2)C(=O)NC)C1=O)CC1=CC=C(C=C1)C(F)(F)F)=O 9-(4-cyanophenyl)-N-methyl-7,10-dioxo-6-(4-(trifluoromethyl)benzyl)-2,6,9-triazaspiro[4.5]-decane-2-carboxamide